C(C)(C)(C)C1=NN=C(O1)C(=O)N[C@H]1C2=C(CN(CC1)CCOCC)C=C(C=C2)C2=NC(=NC=C2)NC=2C=NN(C2)C (R)-5-(tert-butyl)-N-(2-(2-ethoxyethyl)-8-(2-((1-methyl-1H-pyrazol-4-yl)amino)pyrimidin-4-yl)-2,3,4,5-tetrahydro-1H-benzo[c]azepin-5-yl)-1,3,4-oxadiazole-2-carboxamide